cyclopropyl N-[(1S)-1-benzhydryl-2-[4-(3,5-dimethyl-1H-pyrazol-4-yl)anilino]-2-oxo-ethyl]carbamate C(C1=CC=CC=C1)(C1=CC=CC=C1)[C@@H](C(=O)NC1=CC=C(C=C1)C=1C(=NNC1C)C)NC(OC1CC1)=O